C(O)C(CCC(=O)O)CO 4,4-dimethylolbutyric acid